BrC1=CC2=C(C3=NC=C(C=C3N2C(C2CCOCC2)C2=CC=CC=C2)C=2C=C(C(N(C2)C)=O)C)S1 5-(2-bromo-4-(phenyl-(tetrahydro-2H-pyran-4-yl)methyl)-4H-thieno[2',3':4,5]pyrrolo[3,2-b]pyridin-6-yl)-1,3-dimethylpyridin-2(1H)-one